C(C)C(C=CC1=CC(=C(C=C1)[N+](=O)[O-])OC)O ethyl-3-(3-methoxy-4-nitrophenyl)prop-2-en-1-ol